C1(CCCCC1)C1=CC=C(C=C1)NC1=NC=CC(=N1)NC1=CN=NC2=C(C=CC=C12)C N2-(4-cyclohexylphenyl)-N4-(8-methylcinnolin-4-yl)pyrimidine-2,4-diamine